3H-spiro[furo[2,3-b]pyridine-2,4-piperidin]-3-amine N1CCC2(CC1)C(C=1C(=NC=CC1)O2)N